5-amino-N-[2-(3-amino-4-methoxypyrrolidin-1-yl)-3-fluoro-5,6,7,8-tetrahydroquinolin-6-yl]-2,4-dimethylthieno[2,3-d]pyrimidine-6-carboxamide NC1=C(SC=2N=C(N=C(C21)C)C)C(=O)NC2CC=1C=C(C(=NC1CC2)N2CC(C(C2)OC)N)F